9-(4'-naphthalene-2-yl-[1,1']biphenyl-4-yl)-3,6-di-quinoline-3-yl-9H-carbazole C1=C(C=CC2=CC=CC=C12)C1=CC=C(C=C1)C1=CC=C(C=C1)N1C2=CC=C(C=C2C=2C=C(C=CC12)C=1C=NC2=CC=CC=C2C1)C=1C=NC2=CC=CC=C2C1